SCCC(=O)OCC(COC(CCS)=O)(COC(CCS)=O)COC(CCS)=O [3-(3-sulfanylpropanoyloxy)-2,2-bis(3-sulfanylpropanoyloxymethyl) propyl] 3-sulfanylpropanoate